C1(=CC=CC2=CC=CC=C12)CC1=CC=CC2=CC=CC=C12 1,1-di-naphthyl-methane